C(CC1=CC=CC=C1)C=1NC(=NN1)C(=O)OCC Ethyl 5-(phenethyl)-4H-1,2,4-triazol-3-carboxylate